CSCCN1CCN(CCCN(CCN(CCC1)CCSC)CCSC)CCSC 1,4,8,11-tetrakis[2-(methylsulfanyl)ethyl]-1,4,8,11-tetrazacyclotetradecane